((4-cyclopropyl-6-((3'-(4-cyclopropyl-5-((3-methoxyazetidin-1-yl)methyl)picolinamido)-2,2'-dimethyl-[1,1'-biphenyl]-3-yl)carbamoyl)pyridin-3-yl)methyl)-D-serine C1(CC1)C1=C(C=NC(=C1)C(NC=1C(=C(C=CC1)C1=C(C(=CC=C1)NC(C1=NC=C(C(=C1)C1CC1)CN1CC(C1)OC)=O)C)C)=O)CN[C@H](CO)C(=O)O